C(C)(C)(C)OC(C(CC1=CC=C(C=C1)OC)NC(=O)OCC1=CC=CC=C1)=O 2-(((benzyloxy)carbonyl)amino)-3-(4-methoxyphenyl)propanoic acid tert-butyl ester